CN1N=C(N=N1)C=1C=C(C(=O)N[C@@H](CNC(OCC2=CC=CC=C2)=O)CN2C(C3=CC=4C(=NC=CC4N3CC2)OCC(F)(F)F)=O)C=CC1 benzyl N-[(2S)-2-[[3-(2-methyltetrazol-5-yl)benzoyl]amino]-3-[10-oxo-6-(2,2,2-trifluoroethoxy)-1,5,11-triazatricyclo[7.4.0.02,7]trideca-2(7),3,5,8-tetraen-11-yl]propyl]carbamate